CC1(CC(CC(C1)C)OC(C=C)=O)C 3,3,5-Trimethyl-cyclohexylacrylat